FC(C(=O)N=S(=O)(C)CCCO)(F)F 2,2,2-trifluoro-N-[(3-hydroxypropyl)(methyl)oxido-λ6-sulfanylidene]acetamide